Cl.NCC=1C=NN(C1)CC1=CC2=C(C(=NO2)NS(=O)(=O)C2=C(C=CC(=C2)CC)OC)C=C1OCC N-(6-((4-(aminomethyl)-1H-pyrazol-1-yl)methyl)-5-ethoxybenzo[d]isoxazol-3-yl)-5-ethyl-2-methoxybenzenesulfonamide hydrochloride